AMINOETHYLAMINOPROPYLTRIETHOXYSILANE NCCNCCC[Si](OCC)(OCC)OCC